1,4-bis(isobutoxy)naphthalene C(C(C)C)OC1=CC=C(C2=CC=CC=C12)OCC(C)C